(carboxypropyl)phenyl phosphate P(=O)(OC1=C(C=CC=C1)CCCC(=O)O)([O-])[O-]